6-bromo-1-methylindazole BrC1=CC=C2C=NN(C2=C1)C